N-(5-chloropyridin-2-yl)-1,1,1-trifluoro-N-((trifluoromethyl)sulfonyl)-methanesulfonamide ClC=1C=CC(=NC1)N(S(=O)(=O)C(F)(F)F)S(=O)(=O)C(F)(F)F